O[C@]1(C(N(CC1)C)=O)C#CC1=CC(=C(C=C1)C)B1OC(C(O1)(C)C)(C)C (S)-3-hydroxy-1-methyl-3-((4-methyl-3-(4,4,5,5-tetramethyl-1,3,2-dioxaborolan-2-yl)phenyl)ethynyl)pyrrolidin-2-one